C(C)S(=O)(=O)ON=CC(CC1=CCCC1)=O (ethylsulfonyloxy-imino)-1-cyclopentenylacetone